Cl.FC(OC=1C=C(C=NC1)N)(F)F 5-(trifluoromethoxy)pyridin-3-amine hydrochloride